COC1=C(C(=CC(=C1)OC)OC)NC(C(NC1=C(C=C(C=C1OC)OC)OC)=O)=O bis(2,4,6-trimethoxyphenyl)oxamide